1-(4-Trifluoromethylbenzyl)-1H-indazole-6-carboxylic acid FC(C1=CC=C(CN2N=CC3=CC=C(C=C23)C(=O)O)C=C1)(F)F